N-[4-(3-Cyanophenyl)-5-(2,6-dimethyl-4-pyridyl)thiazol-2-yl]-1,3-dioxo-5,6,8,8a-tetrahydroimidazo[1,5-a]pyrazin-7-carboxamid C(#N)C=1C=C(C=CC1)C=1N=C(SC1C1=CC(=NC(=C1)C)C)NC(=O)N1CC2N(CC1)C(NC2=O)=O